8-[1-(oxetan-3-yl)-1H-pyrazolo[3,4-b]pyrazin-6-yl]-2-[6-(trifluoromethyl)pyrazin-2-yl]-2,8-diazaspiro[4.5]decan-1-one O1CC(C1)N1N=CC=2C1=NC(=CN2)N2CCC1(CCN(C1=O)C1=NC(=CN=C1)C(F)(F)F)CC2